C(=C)C=1C=CC(=NC1)C1=NC=C(C=C1)C=C 5,5'-divinyl-2,2'-bipyridine